2-(piperidin-3-ylmethoxy)-3-(trifluoromethyl)pyridine hydrochloride Cl.N1CC(CCC1)COC1=NC=CC=C1C(F)(F)F